FC1=C(C2=C(C(=N1)OC)N=C(S2)NC(=O)N2CC1(CC2)COCCC1)C1CCOCC1 7-Oxa-2-aza-spiro[4.5]decane-2-carboxylic acid [6-fluoro-4-methoxy-7-(tetrahydro-pyran-4-yl)-thiazolo[4,5-c]pyridin-2-yl]-amide